NC1=C(C(N(C2=NC(=CC=C12)C(F)(F)F)C1=CC(=C(C=C1)Cl)F)=O)Br 4-amino-3-bromo-1-(4-chloro-3-fluorophenyl)-7-(trifluoromethyl)-1,8-naphthyridin-2(1H)-one